Cl.NCCNS(=O)(=O)C=1C=2C=CN=CC2C=CC1 N-(2-aminoethyl)-5-isoquinolinesulfonamide hydrochloride